N-(trans-3-(2-methoxyethoxy)cyclobutyl)-5-(4-methoxyquinazolin-6-yl)pyrrolo[2,1-f][1,2,4]triazin-2-amine COCCO[C@@H]1C[C@H](C1)NC1=NN2C(C=N1)=C(C=C2)C=2C=C1C(=NC=NC1=CC2)OC